BrC=1C(=NC(=NC1)NC1=C(C=C(C=C1)N1CCC(CC1)N1CCN(CC1)C)OC)NC1=CC=CC=C1 5-bromo-N2-{2-methoxy-4-[4-(4-methylpiperazin-1-yl)piperidin-1-yl]phenyl}-N4-phenylpyrimidine-2,4-diamine